CC(C(=O)N1N=C(C(=C1NCC1=CC=C(C=C1)C(N)=N)C)C1C(CN(CC1)C(CN1CCOCC1)=O)=O)(C)C 4-({[1-(2,2-dimethylpropanoyl)-4-methyl-3-{1-[2-(morpholin-4-yl)acetyl]-3-oxopiperidin-4-yl}-1H-pyrazol-5-yl]amino}methyl)benzene-1-carboximidamide